CC1=CC(=NC=C1)C1=NC=CC(=C1)COC1(CC1)C(=O)O 1-((4'-methyl-[2,2'-bipyridyl]-4-yl)methoxy)cyclopropane-1-carboxylic acid